(3,5-di-t-butyl-4-hydroxyphenyl)octadecanol propionate C(CC)(=O)OC(CCCCCCCCCCCCCCCCC)C1=CC(=C(C(=C1)C(C)(C)C)O)C(C)(C)C